CN(C(=O)N1C[C@@]2(CC1)CNCC2)C (S)-N,N-dimethyl-2,7-diazaspiro[4.4]nonane-2-carboxamide